2-((3-aminophenyl)amino)-6-(2-chloro-6-fluorophenyl)-7H-pyrano[2,3-d]pyrimidin-7-one NC=1C=C(C=CC1)NC=1N=CC2=C(N1)OC(C(=C2)C2=C(C=CC=C2F)Cl)=O